C(C)C1(NC(N(C(C1)=O)C(COC)C=1C=C(C(=O)N[C@H]2[C@@H](C(OC3=CC=CC=C23)(C)C)O)C=CC1)=N)CC 3-[1-(4,4-diethyl-2-imino-6-oxo-hexahydropyrimidin-1-yl)-2-methoxy-ethyl]-N-[(3S,4R)-3-hydroxy-2,2-dimethyl-chroman-4-yl]benzamide